BrC=1N=C2C(=NC1)N(C=C2)S(=O)(=O)C2=CC=C(C)C=C2 2-bromo-5-(p-toluenesulfonyl)pyrrolo[2,3-b]pyrazine